N-[[6-(2-Furylmethylamino)-2-pyridyl]sulfonyl]-2-(2,2,4-trimethylpyrrolidin-1-yl)pyridin-3-carboxamid O1C(=CC=C1)CNC1=CC=CC(=N1)S(=O)(=O)NC(=O)C=1C(=NC=CC1)N1C(CC(C1)C)(C)C